P1(=O)(OC2=C(C=CC=C2)O1)Cl 2-phenylene chlorophosphate